tert-Butyl (2-(1-methyl-2,6-dioxopiperidin-3-yl)-1-oxoisoindolin-4-yl)carbamate CN1C(C(CCC1=O)N1C(C2=CC=CC(=C2C1)NC(OC(C)(C)C)=O)=O)=O